(2-(tert-butoxy)-2-oxoethyl)zinc (II) chloride [Cl-].C(C)(C)(C)OC(C[Zn+])=O